C(C)(=O)NC=1SC=2C(C(CCC2C1C(=O)OCC)(COC(F)F)C#N)=O ethyl 2-acetylamino-6-cyano-6-(difluoromethoxymethyl)-7-oxo-4,5,6,7-tetrahydro-1-thia-3-indenecarboxylate